tin antimony nickel lutetium [Lu].[Ni].[Sb].[Sn]